1-isothiocyanato-2-(2-(2-methoxyethoxy)ethoxy)ethane N(=C=S)CCOCCOCCOC